Aluminum(III) oxide [O-2].[Al+3].[O-2].[O-2].[Al+3]